Cl.C(C)C1=C(SC(=C1)CC)N 3,5-diethylthiophen-2-amine hydrochloride